trimethylammonium tetrakis(p-tolyl)boric acid Salt C1(=CC=C(C=C1)[B-](C1=CC=C(C=C1)C)(C1=CC=C(C=C1)C)C1=CC=C(C=C1)C)C.[H+].C[NH+](C)C